C1(CC1)C(C#C[Si](C)(C)C)O 1-cyclopropyl-3-(trimethylsilyl)prop-2-yn-1-ol